(((5-(3-(3-chlorophenoxy) azetidine-1-carbonyl)-7H-pyrrolo[2,3-d]pyrimidin-4-yl) amino) methyl) piperidine-1-carboxylate N1(CCCCC1)C(=O)OCNC=1C2=C(N=CN1)NC=C2C(=O)N2CC(C2)OC2=CC(=CC=C2)Cl